COCOCC1C(C(C1)=C(CO)C)(C)C 2-(3-methoxymethoxymethyl-2,2-dimethylcyclobutylidene)propan-1-ol